FC(C1=C(C=C(C=C1)C(F)(F)F)NC(=O)C1[C@]2(C)[C@@H](CC1)[C@@H]1CCC3NC(C=C[C@]3(C)[C@H]1CC2)=O)(F)F N-{2,5-bis(trifluoromethyl)phenyl}-3-oxo-4-azaandrost-1-ene-17-carboxamide